1-(4-methoxybenzyl)-1H-indole-2-carboxylic acid COC1=CC=C(CN2C(=CC3=CC=CC=C23)C(=O)O)C=C1